CC1=C(C=C(C=N1)NC(C1=CN=CC(=C1)C(F)(F)F)=O)C=1C=NC2=CC(=NC=C2C1)NC N-(6-methyl-5-(7-(methylamino)-1,6-naphthyridin-3-yl)pyridin-3-yl)-5-(trifluoromethyl)nicotinamide